3-(2-methylphenyl)carbazole CC1=C(C=CC=C1)C=1C=CC=2NC3=CC=CC=C3C2C1